3-(5-(3-(((tert-butyldimethylsilyl)oxy)methyl)cyclobutyl)-3-methyl-2-oxo-2,3-dihydro-1H-benzo[d]imidazol-1-yl)piperidine-2,6-dione [Si](C)(C)(C(C)(C)C)OCC1CC(C1)C1=CC2=C(N(C(N2C)=O)C2C(NC(CC2)=O)=O)C=C1